2-(3-hydroxy-4-((4-(isopropyl(4-(trifluoromethyl)benzyl)amino)-7H-pyrrolo[2,3-d]pyrimidin-7-yl)methyl)piperidin-1-yl)acetamide OC1CN(CCC1CN1C=CC2=C1N=CN=C2N(CC2=CC=C(C=C2)C(F)(F)F)C(C)C)CC(=O)N